γ-glycidyloxypropylmethyldimethoxysilane C(C1CO1)OCCC[Si](OC)(OC)C